5,6,7,8-tetrahydro-1H-cyclopenta[b]naphthalene C1C=CC=2C1=CC=1CCCCC1C2